ClC1=C(C=C(C=C1)NC(CN1N=CC(=C(C1=O)Cl)Cl)=O)S(NCC1=NC=CC=C1)(=O)=O N-(4-chloro-3-(N-(pyridin-2-ylmethyl)sulfamoyl)phenyl)-2-(4,5-dichloro-6-oxopyridazin-1(6H)-yl)acetamide